NC=1C(=NC2=C(C=CC=C2C1C1=C(C(=CC=C1C)O)C)C(F)(F)F)C(=O)N (P)-3-Amino-4-(3-hydroxy-2,6-dimethyl-phenyl)-8-(trifluoromethyl)quinoline-2-carboxamide